C1(CC1)CN1N=NC=C1C(=O)O 1-(cyclopropylmethyl)-1H-1,2,3-triazole-5-carboxylic acid